S(OC1=CC(=C(C=C1)\N=N\C1=CC=C(C=C1)NC(C)=O)C)(=O)(=O)F (E)-4-((4-acetamidophenyl)diazenyl)-3-methylphenyl sulfurofluoridate